CC(CN)(NC)C1=CSC=C1 1,N1-dimethyl-1-(thiophen-3-yl)ethane-1,2-diamine